C(CCCCCCCCCCCC)P(OP(O)(O)CCCCCCCCCCCCC)(O)O.OCC(CO)(CO)CO pentaerythritol ditridecyl-diphosphite